3-chloro-4-((3,5-difluoropyridin-2-yl)methoxy)-2'-(2-(4,4-difluoropiperidin-1-yl)pyrimidin-4-yl)-5',6-dimethyl-2H-[1,4'-bipyridin]-2-one ClC=1C(N(C(=CC1OCC1=NC=C(C=C1F)F)C)C1=CC(=NC=C1C)C1=NC(=NC=C1)N1CCC(CC1)(F)F)=O